O=C1NC(CCC1N1C(N(C2=C1C=C(C=C2)C#CCCC=2C(=NC=CC2)C(=O)N)C)=O)=O (4-(3-(2,6-dioxopiperidin-3-yl)-1-methyl-2-oxo-2,3-dihydro-1H-benzo[d]imidazol-5-yl)but-3-yn-1-yl)picolinamide